(1R,3R)-5-(2-((1R,3aS,7aR,E)-1-((S)-1-(3-(2,2-difluoroethoxy)azetidin-1-yl)propan-2-yl)-7a-methyl-octahydro-4H-inden-4-ylidene)ethylidene)cyclohexane-1,3-diol FC(COC1CN(C1)C[C@@H](C)[C@H]1CC[C@H]2\C(\CCC[C@]12C)=C\C=C1C[C@H](C[C@@H](C1)O)O)F